1-[2-[3-(difluoromethyl)-5-methyl-pyrazol-1-yl]-4-[6-(pyridazin-3-ylamino)-imidazo[4,5-b]pyridin-3-yl]phenyl]ethanone FC(C1=NN(C(=C1)C)C1=C(C=CC(=C1)N1C=NC=2C1=NC=C(C2)NC=2N=NC=CC2)C(C)=O)F